[6-[3-(1-hydroxycyclopropyl)-1,2,4-triazol-1-yl]-2-azaspiro[3.3]heptan-2-yl]-[6-[[1-(2,2,2-trifluoroethyl)-1,2,4-triazol-3-yl]methyl]-2-azaspiro[3.3]heptan-2-yl]methanone OC1(CC1)C1=NN(C=N1)C1CC2(CN(C2)C(=O)N2CC3(C2)CC(C3)CC3=NN(C=N3)CC(F)(F)F)C1